NC1=NC=CC=C1C1=NC=2C(=NC(=CC2Br)N2N=CC=C2)N1C=1C=C2CC[C@@H](C2=CC1)NC(OC(C)(C)C)=O tert-butyl (S)-(5-(2-(2-aminopyridin-3-yl)-7-bromo-5-(1H-pyrazol-1-yl)-3H-imidazo[4,5-b]pyridin-3-yl)-2,3-dihydro-1H-inden-1-yl)carbamate